3-((5-chloro-4-(1H-indol-3-yl)pyrimidin-2-yl)amino)pyrrole ClC=1C(=NC(=NC1)NC1=CNC=C1)C1=CNC2=CC=CC=C12